6-Chloro-3-(((R)-1-(6-((S)-4-(4-cyano-2-fluorobenzyl)-2-oxooxazolidin-3-yl)-4-methyl-pyridin-2-yl)ethyl)amino)picolinic acid ClC1=CC=C(C(=N1)C(=O)O)N[C@H](C)C1=NC(=CC(=C1)C)N1C(OC[C@@H]1CC1=C(C=C(C=C1)C#N)F)=O